[C@H]12[C@@H](C[C@H](C=C1)C2)CC(=O)O (1S,2S,4S)-bicyclo[2.2.1]Hept-5-en-2-ylacetic acid